C1(CC1)C=1NC(=NN1)C1CC2(CN(C2)C(=O)N2CC3(C2)CC(C3)CC3=NC=C(C=C3F)C(F)(F)F)C1 [6-(5-cyclopropyl-4H-1,2,4-triazol-3-yl)-2-azaspiro[3.3]heptan-2-yl]-[6-[[3-fluoro-5-(trifluoromethyl)-2-pyridyl]methyl]-2-azaspiro[3.3]heptan-2-yl]methanone